ClC=1C(CCN(C1)CCl)=O 5-chloro-1-(chloromethyl)-4-oxo-3,4-dihydropyridine